3-Isopropyl-2-(2-methylpyridin-4-yl)-5-(2-(pyrrolidin-1-yl)ethoxy)-1H-indol C(C)(C)C1=C(NC2=CC=C(C=C12)OCCN1CCCC1)C1=CC(=NC=C1)C